C1(CCC1)N1C(N(CC=2C1=NC(=NC2)NC2=C(C=C(C=C2)N2CCN(CC2)C)OC)C2=C(C=CC=C2C)C)=O 1-cyclobutyl-3-(2,6-dimethylphenyl)-7-(2-methoxy-4-(4-methylpiperazin-1-yl)phenylamino)-3,4-dihydropyrimido[4,5-d]pyrimidin-2(1H)-one